N,2-dimethyl-N-(4-biphenylyl)quinolin-4-amine CN(C1=CC(=NC2=CC=CC=C12)C)C1=CC=C(C=C1)C1=CC=CC=C1